COCCOC(C1=CC=C(N=N1)C1=C(C=C(C=C1)C=1C=NNC1)O)C1CC(NC(C1)(C)C)(C)C 2-(6-((2-methoxyethoxy)(2,2,6,6-tetramethylpiperidin-4-yl)methyl)pyridazin-3-yl)-5-(1H-pyrazol-4-yl)phenol